NC1=NC(=NO1)C=1N=C(SC1)C(=O)C1=CN(C2=CC=C(C=C12)Cl)C(=O)OC(C)(C)C tert-Butyl 3-(4-(5-amino-1,2,4-oxadiazol-3-yl)thiazole-2-carbonyl)-5-chloro-1H-indole-1-carboxylate